sulph-anylidenecyanamide S=NC#N